(R)-1-(3-(3-chloro-5-(2-nitro-1-((2-(trimethylsilyl)ethoxy)methyl)-1H-imidazol-4-yl)phenyl)morpholino)prop-2-en-1-one ClC=1C=C(C=C(C1)C=1N=C(N(C1)COCC[Si](C)(C)C)[N+](=O)[O-])[C@@H]1COCCN1C(C=C)=O